FC1(CN(CC[C@@H]1CNC1=NC=NC(=C1F)N1[C@H](COCC1)C1=CC=C(C=C1)C(F)(F)F)CC(=O)N)F |o1:6| 2-((R*)-3,3-difluoro-4-(((5-fluoro-6-((S)-3-(4-(trifluoromethyl)phenyl)morpholino)pyrimidin-4-yl)amino)methyl)piperidin-1-yl)acetamide